C1(CCCCC1)NC(C1=C(C=C(C=C1OC)C(C)(C)C1=CC=C(C=C1)F)OC)=O N-cyclohexyl-4-(2-(4-fluorophenyl)propan-2-yl)-2,6-dimethoxybenzamide